3''-(piperazin-1-yl)-[1,1':3',1''-terphenyl] N1(CCNCC1)C=1C=C(C=CC1)C=1C=C(C=CC1)C1=CC=CC=C1